COC1=CC=C(C=N1)C1=CNC2=NC=C(C=C21)C2=NN(C=C2)C2CCN(CC2)C 3-(6-methoxypyridin-3-yl)-5-(1-(1-methylpiperidin-4-yl)-1H-pyrazol-3-yl)-1H-pyrrolo[2,3-b]pyridine